C(C)(C)NC1=CC(=NC=C1C=1N=NN(C1)C1CCN(CC1)CC1CCNCC1)C1=CC=C2N1N=CC(=C2)C#N 7-(4-(isopropylamino)-5-(1-(1-(piperidin-4-ylmethyl)piperidin-4-yl)-1H-1,2,3-triazol-4-yl)pyridin-2-yl)pyrrolo[1,2-b]pyridazine-3-carbonitrile